CC(C)(C)C(=O)NC1=C(C=C(C=N1)F)C=O N-(5-FLUORO-3-FORMYLPYRIDIN-2-YL)PIVALAMIDE